FC1=C(C=CC(=C1F)OC)C1=CN=C2N1C=CN=C2NC2=CC(=C(C(=O)NCCOCCN(C)C)C(=C2)C)F 4-((3-(2,3-Difluoro-4-methoxyphenyl)imidazo[1,2-a]pyrazin-8-yl)amino)-N-(2-(2-(dimethylamino)ethoxy)ethyl)-2-fluoro-6-methylbenzamide